CNC1=CC=CC=C1 The molecule is a methylaniline that is aniline carrying a methyl substituent at the nitrogen atom. It is a phenylalkylamine, a secondary amine and a methylaniline. It derives from an aniline.